3-(((tert-butyldiphenylsilyl)oxy)methyl)-3-(difluoromethyl)cyclobutan-1-ol [Si](C1=CC=CC=C1)(C1=CC=CC=C1)(C(C)(C)C)OCC1(CC(C1)O)C(F)F